2-((4-(difluoro-methoxy)-2-methylphenyl)-amino)-5-(trifluoromethyl)benzoic acid FC(OC1=CC(=C(C=C1)NC1=C(C(=O)O)C=C(C=C1)C(F)(F)F)C)F